BrC=1C=C(C=C(C1C)C(F)(F)F)NC(OC(C)(C)C)=O tert-butyl (3-bromo-4-methyl-5-(trifluoromethyl)phenyl)carbamate